N-[3-Chloro-2-fluoro-6-(trifluoromethyl)benzyl]-N-cyclopropyl-3-(difluoromethyl)-5-fluoro-1-methyl-1H-pyrazol-4-carboxamid ClC=1C(=C(CN(C(=O)C=2C(=NN(C2F)C)C(F)F)C2CC2)C(=CC1)C(F)(F)F)F